CC1(OC(OC1(C)C)C1=C2C(=CN=C1)NC=C2)C 4-(4,4,5,5-tetramethyl-1,3-dioxolan-2-yl)-1H-pyrrolo[2,3-c]pyridine